2-(4-fluorophenoxy)-N-(3-methylsulfonyl-phenyl)-5-(trifluoromethyl)pyridine-3-carboxamide FC1=CC=C(OC2=NC=C(C=C2C(=O)NC2=CC(=CC=C2)S(=O)(=O)C)C(F)(F)F)C=C1